CC1=CC=C(C=C1)[C@@H](C)N1N=C2N([C@@H](CCC2)C(=O)O)C1=O (5S)-2-[(1R)-1-(4-Methylphenyl)ethyl]-3-oxo-2,3,5,6,7,8-hexahydro[1,2,4]triazolo[4,3-a]pyridine-5-carboxylic acid